5-bromo-3-[(R)-ethylsulfinyl]pyridine-2-carbonitrile BrC=1C=C(C(=NC1)C#N)[S@](=O)CC